ClC(C1=NC(=NO1)C=1C=NC(=NC1)NC(C)C1(CC1)C)(F)F 5-[5-[chloro(difluoro)methyl]-1,2,4-oxadiazol-3-yl]-N-[1-(1-methylcyclopropyl)ethyl]pyrimidin-2-amine